(cis)-tert-butyl 1-(4-(allyloxy)-3,3-dimethyl-4-oxobutyl)-6,6-difluorotetrahydro-1H-pyrrolo[3,2-c]isoxazole-4(5H)-carboxylate C(C=C)OC(C(CCN1OC[C@H]2[C@@H]1C(CN2C(=O)OC(C)(C)C)(F)F)(C)C)=O